N-[(1-amino-6-isoquinolyl)methyl]-5-chloro-6-[[4-(4-pyridyl)piperazin-1-yl]methyl]pyridine-3-carboxamide NC1=NC=CC2=CC(=CC=C12)CNC(=O)C=1C=NC(=C(C1)Cl)CN1CCN(CC1)C1=CC=NC=C1